CC1=C(C#N)C=CC=C1OC=1C=2N(C=C(N1)C=1C=NN(C1)C)N=CC2 2-methyl-3-((6-(1-methyl-1H-pyrazol-4-yl)pyrazolo[1,5-a]pyrazin-4-yl)oxy)benzonitrile